C(C)(C)(C)OC(=O)N1[C@@H](C[C@H](C1)NC1CC1)CN1N=NC=C1.BrCCC1=CC=C(C=C1)CCC1=CC=C(C=C1)CCBr 1,2-bis(4-bromoethylphenyl)ethane tert-butyl-(2S,4R)-2-((1H-1,2,3-triazol-1-yl)methyl)-4-(cyclopropylamino)pyrrolidine-1-carboxylate